4-(2-hydroxyethyl)cyclohexane-1-one OCCC1CCC(CC1)=O